7,7-difluorospiro[3.5]nonan-2-one FC1(CCC2(CC(C2)=O)CC1)F